ClC1=NC=CC(=N1)N1C(N(C([C@@H]1C(C)C)=O)C)=O (S)-1-(2-chloropyrimidin-4-yl)-5-isopropyl-3-methylimidazole-2,4-dione